C(CC)NC1=NC(=NC(=N1)NCCC)N(OC(C)C)C N-(4,6-bis-propylamino-[1,3,5]triazin-2-yl)-O-isopropyl-N-methyl-hydroxylamine